(S)-4-ethyl-8-fluoro-4-hydroxy-11-((R)-1-isobutylpyrrolidin-3-yl)-1H-pyrano[3',4':6,7]indolizino[2,1-b]quinoline-3,6,14(4H,11H,12H)-trione C(C)[C@]1(C(OCC=2C(N3CC=4N(C5=CC=C(C=C5C(C4C3=CC21)=O)F)[C@H]2CN(CC2)CC(C)C)=O)=O)O